C(C)(C)C1=C(NC2=CC=C(C=C12)C1C[C@H]2CC[C@@H](C1)N2C2COC2)C=2C(=C(C=1N(C2)C=NN1)C)C 6-(3-isopropyl-5-((1R,5S)-8-(oxetan-3-yl)-8-azabicyclo[3.2.1]oct-3-yl)-1H-indol-2-yl)-7,8-dimethyl-[1,2,4]triazolo[4,3-a]pyridine